3-(4-(Cyclohexylcarbonyl)piperazine-1-carbonyl)-8-fluoroquinazoline-2,4(1H,3H)-dione C1(CCCCC1)C(=O)N1CCN(CC1)C(=O)N1C(NC2=C(C=CC=C2C1=O)F)=O